N-(3-chlorophenyl)-5-methoxy-1H-benzo[d]imidazole-2-carboxamide ClC=1C=C(C=CC1)NC(=O)C1=NC2=C(N1)C=CC(=C2)OC